CC1=NN(C(=C1C(=O)N[C@@H](C(C)C)C(=O)N[C@H](CCC(=O)OCC)C(=O)OCC)C)C1=CC=CC=C1 Diethyl (3,5-dimethyl-1-phenyl-1H-pyrazole-4-carbonyl)-L-valyl-D-glutamate